5-(3-cyano-4-((8-methyl-6-oxo-7-(trifluoromethyl)-5,6-dihydro-1,5-naphthyridin-3-yl)methyl)piperazin-1-yl)-N-methylpicolinamide C(#N)C1CN(CCN1CC=1C=NC=2C(=C(C(NC2C1)=O)C(F)(F)F)C)C=1C=CC(=NC1)C(=O)NC